ortho-vinyl-benzene C(=C)C1=CC=CC=C1